C(C)(C)N1N=C2C=C(C=CC2=C1)C(=O)OC Methyl (2-isopropyl-2H-indazol-6-yl)carboxylate